COC1=NC2=CC=CC=C2C=C1C1=CN=C(N1)[C@H](CCCCCC(CC)=O)NC(=O)C1C2(CN(C2)C)CC(N1)=O N-((S)-1-(5-(2-Methoxychinolin-3-yl)-1H-imidazol-2-yl)-7-oxononyl)-2-methyl-7-oxo-2,6-diazaspiro[3.4]octan-5-carboxamid